C(C1=CC=CC=C1)(C1=CC=CC=C1)=NC(C(=O)OC)([2H])C1CC1 methyl 2-(benzhydrylideneamino)-2-cyclopropyl-2-deutero-acetate